ClCC=CC1=CC=CC=C1 3-chloro-1-phenyl-1-propene